ClC=1C=C(NC2(CCC3([C@@H]([C@@H](C4=CC=CC=C34)CC)C)CC2)C(=O)O)C=CC1 |r| (1r,2'RS,3'SR,4r)-4-(3-chloroanilino)-3'-ethyl-2'-methyl-2',3'-dihydrospiro[cyclohexane-1,1'-indene]-4-carboxylic acid